NC=1C(=NC(=NC1NC1CCCC1)C1=CC=C(C=C1)C)C(=O)OCC ethyl 5-amino-6-(cyclopentylamino)-2-(p-tolyl)pyrimidine-4-carboxylate